C(OC)(OC1=CC(=C(C=C1C(C)(C)C)OC)C(C=1C=C(C(=CC1OC)C(C)(C)C)OC(OC)=O)C1=CC=CC=C1)=O Dimethyl ((phenylmethylene) bis(6-(tert-butyl)-4-methoxy-3,1-phenylene)) dicarbonate